4'-(trifluoromethyl)-[1,1'-biphenyl]-3-amine FC(C1=CC=C(C=C1)C1=CC(=CC=C1)N)(F)F